sodium 2,2-methylene-bis(4,6-di-tert-butylphenyl) phosphate CC(C)(C)C1=CC2=C(C(=C1)C(C)(C)C)OP(=O)(OC3=C(C2)C=C(C=C3C(C)(C)C)C(C)(C)C)[O-].[Na+]